1-iodosilyl-2,2,4,4,6,6-hexamethylcyclotrisilazane I[SiH2]N1[Si](N[Si](N[Si]1(C)C)(C)C)(C)C